C(C)(C)(C)OC(=O)N1CCN(CC1)CC1=CC=2C(C3=CC=C(C=C3N(C2C=C1)C(=O)OC(C)(C)C)N1C=NC=C1)(C)C tert-butyl 2-((4-(tert-butoxycarbonyl)piperazin-1-yl)methyl)-6-(1H-imidazol-1-yl)-9,9-dimethylacridine-10(9H)-carboxylate